2-(1-benzyl-4-ethyl-3,6-dihydro-2H-pyridin-5-yl)-4-(4-methoxyphenyl)pyrimidine C(C1=CC=CC=C1)N1CCC(=C(C1)C1=NC=CC(=N1)C1=CC=C(C=C1)OC)CC